N1(CCC1)C[C@@H](C(=O)N[C@@H](C(F)F)C1=CC=C(C=C1)F)C(C)C (s)-2-(azetidin-1-ylmethyl)-N-((R)-2,2-difluoro-1-(4-fluorophenyl)ethyl)-3-methylbutanamide